C1(CC1)S(=O)(=O)CCC(C(F)(F)F)C=1C=CC(=NC1)N1N=CC(=C1)C1=NC=2C(=NC=CC2)N1 (1-(5-(4-(cyclopropylsulfonyl)-1,1,1-trifluorobutan-2-yl)pyridin-2-yl)-1H-pyrazol-4-yl)-3H-imidazo[4,5-b]pyridine